(6-(4-(morpholinomethyl)benzyl)-2-oxobenzo[cd]indol-1(2H)-yl)piperidine-2,6-dione O1CCN(CC1)CC1=CC=C(CC=2C=3C4=C(C(N(C4=CC2)N2C(CCCC2=O)=O)=O)C=CC3)C=C1